S1C2=C(C(=C1)C1=NC(=C(C(=O)OC)C=C1)OC)CCC2 methyl 6-(5,6-dihydro-4H-cyclopenta[b]thiophen-3-yl)-2-methoxynicotinate